4-(bromo)benzoylmethylenedimethyl-sulfur bromide BrC1=CC=C(C(=O)C=[S](C)(C)Br)C=C1